tert-butyl (1R,5S,6r)-6-(6-chloro-1-cyclopropyl-7-fluoro-5-methyl-4-oxo-4,5-dihydro-1H-pyrazolo[4,3-c]pyridin-3-yl)-3-azabicyclo[3.1.0]hexane-3-carboxylate ClC1=C(C2=C(C(N1C)=O)C(=NN2C2CC2)C2[C@H]1CN(C[C@@H]21)C(=O)OC(C)(C)C)F